iodooxetane IC1OCC1